C(C1=CC=CC=C1)(=O)OC(=O)OC O-(methoxycarbonyl) benzoate